ethyl 2-(4-((tetrahydro-2H-pyran-4-yl)oxy)phenyl)acetate O1CCC(CC1)OC1=CC=C(C=C1)CC(=O)OCC